C(CCC)[Sn](Br)(Br)Br n-butyltribromotin